4-Methoxy-6-[5-methyl-1-(1-prop-2-enoyl-4-piperidinyl)pyrazol-4-yl]pyrazolo[1,5-a]pyridine-3-carbonitrile COC=1C=2N(C=C(C1)C=1C=NN(C1C)C1CCN(CC1)C(C=C)=O)N=CC2C#N